(tert-Butoxycarbonyl)-6-azaspiro[2.5]octane-1-carboxylic acid C(C)(C)(C)OC(=O)C1(CC12CCNCC2)C(=O)O